6-Bromo-3-ethyl-1-methyl-8-[4-(2-pyrazol-1-yl-ethoxy)-phenyl]-9H-pyrido[3,4-b]indole BrC=1C=C2C3=C(NC2=C(C1)C1=CC=C(C=C1)OCCN1N=CC=C1)C(=NC(=C3)CC)C